FC1=C(C(=CC=C1)C)N1CCC(CC1)N1C(N(C=2C(C1)=NN(C2)CC2(CC2)C)CC2=C(C=CC=C2)C(F)(F)F)=O 6-[1-(2-fluoro-6-methyl-phenyl)-piperidin-4-yl]-2-(1-methyl-cyclopropylmethyl)-4-(2-trifluoromethyl-benzyl)-2,4,6,7-tetrahydro-pyrazolo[4,3-d]pyrimidin-5-one